[F].[Al].[Zn] zinc-aluminum fluorine